C1N(CCC2=CC=CC=C12)C[C@H](CN1CCOC2=C(C1=O)C=CC(=C2)C(=O)N2CCCC2)O 4-[(2R)-3-(3,4-dihydro-1H-isoquinolin-2-yl)-2-hydroxy-propyl]-8-(pyrrolidin-1-carbonyl)-2,3-dihydro-1,4-benzoxazepin-5-one